(2S)-2-(7-chloro-1,1-dioxido-3,4-dihydro-2H-pyrido[3,2-b][1,4,5]oxathiazepin-2-yl)-3-(6-fluoro-2,3-dimethylphenyl)butanoic acid ClC1=CC=2OCCN(S(C2N=C1)(=O)=O)[C@H](C(=O)O)C(C)C1=C(C(=CC=C1F)C)C